1-(6-hydroxy-4-methylquinazolin-2-yl)-3-(1-methylpiperidin-4-yl)guanidine OC=1C=C2C(=NC(=NC2=CC1)NC(=N)NC1CCN(CC1)C)C